FC(CNC1=NC(N(C2=CC(=CC=C12)C(F)(F)F)C1=C(C=CC=C1)C)=O)F 4-((2,2-Difluoroethyl)amino)-1-(o-tolyl)-7-(trifluoromethyl)quinazolin-2(1H)-one